3-nitro-4-[(cis)-3-hydroxy-3-methylcyclobutylamino]-5-(trifluoromethyl)phenol [N+](=O)([O-])C=1C=C(C=C(C1NC1CC(C1)(C)O)C(F)(F)F)O